(S)-5-amino-3-((3,5-dimethoxyphenyl)ethynyl)-1-(1-(2-fluoroacryloyl)pyrrolidin-3-yl)-1H-pyrazole-4-carboxamide NC1=C(C(=NN1[C@@H]1CN(CC1)C(C(=C)F)=O)C#CC1=CC(=CC(=C1)OC)OC)C(=O)N